3-[(2-chloro-6-fluorophenyl)methyl]-4-[(2,2-dimethylcyclohexyl)methyl]-4,5-dihydro-1,2,4-oxadiazol-5-one ClC1=C(C(=CC=C1)F)CC1=NOC(N1CC1C(CCCC1)(C)C)=O